C(C)(C)(C)OC(=O)N1C=C(C2=CC=CC=C12)CC[N+](=O)[O-] 3-(2-Nitroethyl)indole-1-carboxylic acid tert-butyl ester